6-(4-amino-2-(trifluoromethyl)phenyl)-2,6-diazaspiro[3.3]heptane-2-carboxylic acid tert-butyl ester C(C)(C)(C)OC(=O)N1CC2(C1)CN(C2)C2=C(C=C(C=C2)N)C(F)(F)F